BrC=1C(=NC=CC1)CC1N(C(C2=CC=CC=C12)=O)CC=1C=NC(=CC1)OC 3-((3-bromopyridin-2-yl)methyl)-2-((6-methoxypyridin-3-yl)methyl)isoindolin-1-one